4-chlorophenoxyacetic acid sodium salt [Na+].ClC1=CC=C(OCC(=O)[O-])C=C1